(terphenylyl)[di(phenyl)triazineyl]dibenzofuran C1(=C(C=CC=C1)C1=C(C2=C(OC3=C2C=CC=C3)C=C1)C1=NN=NC(=C1C1=CC=CC=C1)C1=CC=CC=C1)C=1C(=CC=CC1)C1=CC=CC=C1